N-((1S)-(4,4-difluorocyclohexyl)(6-(((5R)-2-oxo-5-(trifluoromethyl)piperidin-3-yl)methyl)imidazo[1,2-b]pyridazin-2-yl)methyl)-3-(difluoromethyl)-1-methyl-1H-pyrazole-5-carboxamide FC1(CCC(CC1)[C@H](NC(=O)C1=CC(=NN1C)C(F)F)C=1N=C2N(N=C(C=C2)CC2C(NC[C@@H](C2)C(F)(F)F)=O)C1)F